2-[(4-{7-[(4-cyanophenyl)carbonyl]-2,7-diazaspiro[3.5]nonan-2-yl}pyrimidin-5-yl)oxy]-N-ethyl-5-fluoro-N-isopropylbenzamide C(#N)C1=CC=C(C=C1)C(=O)N1CCC2(CN(C2)C2=NC=NC=C2OC2=C(C(=O)N(C(C)C)CC)C=C(C=C2)F)CC1